Racemic-4-fluoro-N-(8-fluoro-6-oxo-1,4,5,6-tetrahydro-2H-pyrano[3,4-c]isoquinolin-1-yl)-N-methyl-1H-indole-2-carboxamide FC1=C2C=C(NC2=CC=C1)C(=O)N(C)[C@H]1COCC=2NC(C=3C=C(C=CC3C21)F)=O |r|